2-{4-{2-[2-(difluoromethyl)-4-methoxy-1H-benzo[d]imidazol-1-yl]-6-morpholinopyrimidin-4-yl}piperazin-1-yl}-2-oxoethylthiomorpholin-1,1-dioxide FC(C1=NC2=C(N1C1=NC(=CC(=N1)N1CCN(CC1)C(CN1CCS(CC1)(=O)=O)=O)N1CCOCC1)C=CC=C2OC)F